C(C)(C)(C)OC(=O)N1C2CN(CC1CC2)C2=NC(=NC(=C2C(=O)OC)C)Cl 3-(2-chloro-5-methoxycarbonyl-6-methyl-pyrimidin-4-yl)-3,8-diaza-bicyclo[3.2.1]octane-8-carboxylic acid tert-butyl ester